diphenyl-tetraethoxydisilane C1(=CC=CC=C1)[Si]([Si](OCC)(OCC)OCC)(OCC)C1=CC=CC=C1